(R)-(3-Aminopiperidin-1-yl)(5-chloro-6,7-difluoro-1H-indol-2-yl)methanone N[C@H]1CN(CCC1)C(=O)C=1NC2=C(C(=C(C=C2C1)Cl)F)F